(S)-2-((8-(2-chloro-4-(2-(2-methylpiperazin-1-yl)ethoxy)phenyl)-6-(1-methylcyclopropoxy)-9H-purin-9-yl)methyl)-5-methylthiazole ClC1=C(C=CC(=C1)OCCN1[C@H](CNCC1)C)C=1N(C2=NC=NC(=C2N1)OC1(CC1)C)CC=1SC(=CN1)C